ClC=1C=NC(=NC1)OC1=C2C(=NC(=NC2=CC=C1)C)CCCC(F)(F)F 5-(5-chloropyrimidin-2-yl)oxy-2-methyl-4-(4,4,4-trifluorobutyl)quinazoline